[Si](C)(C)(C(C)(C)C)OC1CC2(C1)CCN(CC2)C2=CC=CC=1N(C(N(C12)C)=O)C1C(NC(CC1)=O)=O 3-(4-(2-((tert-butyldimethylsilyl)oxy)-7-azaspiro[3.5]nonan-7-yl)-3-methyl-2-oxo-2,3-dihydro-1H-benzo[d]imidazol-1-yl)piperidine-2,6-dione